C(C=C)(=O)N1CC(C1)(F)CN1C2=C(N(C(C1=O)=O)C=1C(=NC=CC1C)C(C)C)N=C(C(=C2)Cl)C2=C(C=CC=C2OC)Cl 1-((1-acryloyl-3-fluoroazetidin-3-yl)methyl)-7-chloro-6-(2-chloro-6-methoxyphenyl)-4-(2-isopropyl-4-methylpyridin-3-yl)-1,4-dihydropyrido[2,3-b]pyrazine-2,3-dione